C(C1=CC=CC=C1)N1C=CC2=CC(=CC=C12)C1=C(C(=O)NCCO)C=CC=C1 2-(1-benzyl-1H-indol-5-yl)-N-(2-hydroxyethyl)benzamide